N-(4-(1-(3-methylbenzyl)-1H-imidazol-2-yl)phenyl)quinoline-8-sulfonamide CC=1C=C(CN2C(=NC=C2)C2=CC=C(C=C2)NS(=O)(=O)C=2C=CC=C3C=CC=NC23)C=CC1